C(C)OC([C@@H](ON1[C@@H]2C=C([C@H](N(C1=O)C2)C(NCCNS(=O)(=O)C)=O)C)F)=O (2S)-2-fluoro-2-[[(2S,5R)-2-[2-(methylsulfonylamino)ethyl-carbamoyl]-3-methyl-7-oxo-1,6-diazabicyclo[3.2.1]oct-3-en-6-yl]oxy]acetic acid ethyl ester